FC(C=1C(=C(C=C2NC(C=3N(C12)C(=NN3)C)(C)C)F)C3=C1C=CN(C1=C(C=C3)C)S(=O)(=O)C)F 9-(Difluoro-methyl)-7-fluoro-1,4,4-trimethyl-8-(7-methyl-1-methylsulfonyl-1H-indol-4-yl)-5H-[1,2,4]triazolo[4,3-a]quinoxaline